FC(OC1=CC(=NN1)NC1=CN=CC(=N1)N1C[C@@H](CCC1)NC(OC(C)(C)C)=O)F tert-butyl (R)-(1-(6-((5-(difluoromethoxy)-1H-pyrazol-3-yl)amino)pyrazin-2-yl)piperidin-3-yl)carbamate